ClC1=CC=C(C=C1)C1=CC(=NC(=N1)C=1C=NC=CC1)N1CCC(CC1)CN (1-(6-(4-chlorophenyl)-2-(pyridin-3-yl)pyrimidin-4-yl)piperidin-4-yl)methylamine